6-bromo-3-chloro-5-fluorobenzo[d]isothiazole 1,1-dioxide BrC1=CC2=C(C(=NS2(=O)=O)Cl)C=C1F